tert-Butyl (2R,4R)-4-((tert-butyldiphenylsilyl)oxy)-2-((4-chloro-3-ethoxy-2-(methoxycarbonyl)-5-methylphenoxy)methyl)pyrrolidin-1-carboxylate [Si](C1=CC=CC=C1)(C1=CC=CC=C1)(C(C)(C)C)O[C@@H]1C[C@@H](N(C1)C(=O)OC(C)(C)C)COC1=C(C(=C(C(=C1)C)Cl)OCC)C(=O)OC